(S)-6-(2-methylpyrrolidin-1-yl)nicotinonitrile C[C@@H]1N(CCC1)C1=NC=C(C#N)C=C1